7-bromo-3,4-difluoropyrazolo[1,5-a]Pyridine BrC1=CC=C(C=2N1N=CC2F)F